FC1=C(CN2CCC3(CCN(C3)C(=O)N3CC(C4=NC=CC=C43)(C)C)CC2)C(=CC=C1)F (8-(2,6-difluorobenzyl)-2,8-diazaspiro[4.5]decan-2-yl)(3,3-dimethyl-2,3-dihydro-1H-pyrrolo[3,2-b]pyridin-1-yl)methanone